C1(=CC=CC=C1)C1=CSC=2N=C3N(CCC4=C3NC3=CC=CC=C43)C(C21)=O 3-phenyl-6,7-dihydrothieno[2'',3'':4',5']pyrimido[1',2':1,2]pyrido[3,4-b]indol-4(12H)-one